(R)-2-isocyanato-3-isopropylpropionic acid methyl ester COC([C@@H](CC(C)C)N=C=O)=O